2-[4-({[4-(Benzyloxy)phenyl]amino}carbonyl)-1,5-dimethyl-1H-pyrrol-2-yl]-4-fluorobenzoic acid C(C1=CC=CC=C1)OC1=CC=C(C=C1)NC(=O)C=1C=C(N(C1C)C)C1=C(C(=O)O)C=CC(=C1)F